3-Morpholinopropyl methanesulfonate (3-morpholinopropyl methanesulfonate) O1CCN(CC1)CCCCS(=O)(=O)O.CS(=O)(=O)OCCCN1CCOCC1